N-(2-(4,4-Difluoropiperidin-1-yl)-6-methylpyrimidin-4-yl)-4-(((3S,4S)-4-hydroxytetrahydrofuran-3-yl)sulfonyl)-2-(6-azaspiro[2.5]octan-6-yl)benzamide FC1(CCN(CC1)C1=NC(=CC(=N1)NC(C1=C(C=C(C=C1)S(=O)(=O)[C@H]1COC[C@@H]1O)N1CCC2(CC2)CC1)=O)C)F